rac-tert-butyl 2-methyl-2-[6-(1-methylindazole-5-amido)imidazo[1,2-a]pyridin-2-yl]pyrrolidine-1-carboxylate C[C@]1(N(CCC1)C(=O)OC(C)(C)C)C=1N=C2N(C=C(C=C2)NC(=O)C=2C=C3C=NN(C3=CC2)C)C1 |r|